ClC1=CC=C(C=C1)C=1C=C(C(N(N1)C=1C=NN(C1)C)=O)C(=O)N[C@H]1CCCC2=CC=C(C=C12)F (S)-6-(4-chlorophenyl)-N-(7-fluoro-1,2,3,4-tetrahydronaphthalen-1-yl)-2-(1-methyl-1H-pyrazol-4-yl)-3-oxo-2,3-dihydropyridazine-4-carboxamide